tert-butyl (2S,3S,5S)-2-fluoro-3-{[3-(4-fluoro-7-hydroxy-2-methyl-1-oxoisoquinolin-6-yl)-1,2,4-triazin-6-yl] (methyl)amino}-8-azabicyclo[3.2.1]octane-8-carboxylate F[C@@H]1C2CC[C@@H](C[C@@H]1N(C)C1=CN=C(N=N1)C=1C=C3C(=CN(C(C3=CC1O)=O)C)F)N2C(=O)OC(C)(C)C